N1(CCN(CCNCC1)CC(=O)OC(C)(C)C)CC(=O)OC(C)(C)C di-tert-butyl 1,4,7-triazacyclononane-1,4-diacetate